benzyl 3-phenylprop-2-enoate C1(=CC=CC=C1)C=CC(=O)OCC1=CC=CC=C1